(2S)-3-methyl-2-[methyl-[3-[2-(2-pyridyl)ethynyl]cyclobutanecarbonyl]amino]butanoic acid CC([C@@H](C(=O)O)N(C(=O)C1CC(C1)C#CC1=NC=CC=C1)C)C